CC(C(C(=O)[O-])(C)C)CCN trimethyl-5-aminovalerate